8-[(1R)-1-Aminoethyl]-2-ethylsulfanyl-3-methyl-6-(trifluoromethyl)chromen-4-one N[C@H](C)C=1C=C(C=C2C(C(=C(OC12)SCC)C)=O)C(F)(F)F